[Ag]Br.[Ag].[Zn] zinc-silver-silver bromide